2,8-bis(bromomethyl)dibenzofuran BrCC1=CC2=C(OC3=C2C=C(C=C3)CBr)C=C1